{2-{[(1,1-dimethylethyl)dimethylsilyl]oxy}ethyl}-3,5-dimethoxyaniline CC(C)(C)[Si](OCCNC1=CC(=CC(=C1)OC)OC)(C)C